5-(1-(2-methyl-1H-imidazol-1-yl)ethyl)pyridin CC=1N(C=CN1)C(C)C=1C=CC=NC1